tert-butyl 3-(2,7-dichloro-8-fluoro-pyrido[4,3-d]pyrimidin-4-yl)-1-[1-(trideuteriomethoxy)ethyl]-3,8-diazabicyclo[3.2.1]octane-8-carboxylate ClC=1N=C(C2=C(N1)C(=C(N=C2)Cl)F)N2CC1(CCC(C2)N1C(=O)OC(C)(C)C)C(C)OC([2H])([2H])[2H]